N-(4-(N-p-tolylsulfamoyl)phenyl)-4,5-dihydro-1H-benzo[g]indazole-3-carboxamide C1(=CC=C(C=C1)NS(=O)(=O)C1=CC=C(C=C1)NC(=O)C1=NNC=2C3=C(CCC12)C=CC=C3)C